3-(t-Butyldithio)propionitrile C(C)(C)(C)SSCCC#N